NC1=C(C2=C(S1)CC(CC2)(CCOC=2C=NC=NC2)C2=CC=CC=C2)C(=O)OCC Ethyl 2-amino-6-phenyl-6-(2-(pyrimidin-5-yloxy)ethyl)-4,5,6,7-tetrahydrobenzo[b]thiophene-3-carboxylate